2-(N-tetrahydropyrrolyl)bromobenzene N1(CCCC1)C1=C(C=CC=C1)Br